4-(4-(4,6-dichloro-1H-benzo[d]imidazol-2-yl)phenoxy)phthalonitrile ClC1=CC(=CC=2NC(=NC21)C2=CC=C(OC=1C=C(C(C#N)=CC1)C#N)C=C2)Cl